N1(CCC(CC1)C1CCNCC1)C1=C(C(=C(C(=N1)SC(C(=O)N)C1=CC=CC=C1)C#N)CC)C#N 2-((6-([4,4'-bipiperidin]-1-yl)-3,5-dicyano-4-ethylpyridin-2-yl)thio)-2-phenylacetamide